piperidine-3-carboxylic acid ((2RS)-2-phenyl-propyl)-amide C1(=CC=CC=C1)[C@H](CNC(=O)C1CNCCC1)C |r|